(4-bromo-3-chlorophenyl)(2-fluoro-1,1-dioxido-2-(5-(quinoxalin-5-ylmethyl)thiazol-2-yl)thiomorpholino)methanone BrC1=C(C=C(C=C1)C(=O)N1CC(S(CC1)(=O)=O)(C=1SC(=CN1)CC1=C2N=CC=NC2=CC=C1)F)Cl